N-{[(3aR,4R,6R,6aS)-6-{4-chloropyrrolo[2,3-d]pyrimidin-7-yl}-2,2-dimethyl-tetrahydro-3aH-cyclopenta[d][1,3]dioxol-4-yl]methyl}-1H-pyrazol-4-amine ClC=1C2=C(N=CN1)N(C=C2)[C@@H]2C[C@@H]([C@@H]1[C@H]2OC(O1)(C)C)CNC=1C=NNC1